C(C)(C)(C)OC(NCCCCOC1=CC(=C(C=C1)C)C#N)=O (4-(3-Cyano-4-methylphenoxy)butyl)carbamic acid tert-butyl ester